2-(1-methoxyethyl)-4-methyl-1-nitrobenzene COC(C)C1=C(C=CC(=C1)C)[N+](=O)[O-]